propylene glycol glyceryl-monocaprylate C(C(O)CO)CCCCCCCC(=O)O.C(C(C)O)O